NC(C[C@H](C(=O)N[C@H](CCC(=O)OC)C)NC(CCCCCCC)=O)=O methyl (S)-4-((R)-4-amino-2-octanamido-4-oxobutanamido)pentanoate